tert-butyl-(((2S)-2-(2-(3,3-dimethyloxiran-2-yl)ethyl)-2,5,7,8-tetramethyl-chroman-6-yl)oxy)dimethylsilane C(C)(C)(C)[Si](C)(C)OC=1C(=C2CC[C@@](OC2=C(C1C)C)(C)CCC1OC1(C)C)C